5-(3-(3-((tert-butyldimethylsilyl)oxy)propoxy)-5-methyl-4-nitro-1H-pyrazol-1-yl)-4-methoxy-2-methylpyrimidine [Si](C)(C)(C(C)(C)C)OCCCOC1=NN(C(=C1[N+](=O)[O-])C)C=1C(=NC(=NC1)C)OC